1-(10-hydroxydecyl)imidazole OCCCCCCCCCCN1C=NC=C1